C(#N)C1=CC(=C(C=C1)[C@@H]1C(=C(NC2=C(C=NC(=C12)OCC)C)C)C(=O)N)OC (S)-4-(4-cyano-2-methoxyphenyl)-5-ethoxy-2,8-dimethyl-1,4-dihydro-1,6-naphthyridine-3-carboxamide